ClC1=C(C(=CC(=C1)C1=NC2=C(C(=CN=C2C=C1)S(=O)(=O)C)NC=1C=NC(=CC1)OCCN(C)C)OC)O 2-chloro-4-(8-((6-(2-(dimethylamino)ethoxy)pyridin-3-yl)amino)-7-(methylsulfonyl)-1,5-naphthyridin-2-yl)-6-methoxyphenol